BrC=1C=C2C(=C(N=NC2=CC1)Cl)Cl 6-bromo-3,4-dichloro-cinnoline